t-butylamide C(C)(C)(C)[NH-]